BrC=1C=C(C=CC1)N(C(=O)C=1C=CC=2N(C1)C(=CN2)C=2C=CC(=NC2)NC(OC)=O)C methyl N-[5-[6-[(3-bromophenyl)-methyl-carbamoyl]imidazo[1,2-a]pyridin-3-yl]-2-pyridyl]carbamate